2-(5-{Methyl[(3R)-pyrrolidin-3-yl]amino}[1,3]thiazolo[5,4-d][1,3]thiazol-2-yl)-5-(1H-pyrazol-4-yl)pyridin-3-ol Hydrochlorid Cl.CN(C=1SC2=C(N1)SC(=N2)C2=NC=C(C=C2O)C=2C=NNC2)[C@H]2CNCC2